(S)-2-(((benzyloxy)carbonyl)amino)-3-(1-(2-(tert-butoxy)-2-oxoethyl)-1H-indazol-3-yl)propionic acid C(C1=CC=CC=C1)OC(=O)N[C@H](C(=O)O)CC1=NN(C2=CC=CC=C12)CC(=O)OC(C)(C)C